(E)-1-(2,4-Dihydroxyphenyl)-3-[3-[(3,5-dimethylpyrazol-1-yl)methyl]-4-methoxyphenyl]prop-2-en-1-one OC1=C(C=CC(=C1)O)C(\C=C\C1=CC(=C(C=C1)OC)CN1N=C(C=C1C)C)=O